FC(OC=1C=C(C=CC1)N1C(N(C2=C1C=CC(=C2)C(=O)N[C@H]2[C@@H](CCCC2)O)C(C)C)=O)F 1-[3-(difluoromethoxy)phenyl]-N-[(1R,2R)-2-hydroxycyclohexyl]-3-isopropyl-2-oxo-benzimidazole-5-carboxamide